O1C(=COC=C1)[C@@H](C)OC=1C=NC=CC1C#N 3-{(1R)-1-[1,4-Dioxin-2-yl]ethoxy}pyridine-4-carbonitrile